O1CCN(CC1)C=1C(=NC=2CCNCC2C1)S(=O)(=O)O morpholino-5,6,7,8-tetrahydro-1,6-naphthyridine-2-sulfonic acid